BrC1=C(C(=CC=C1)F)N1N=C2C(=CC1=O)NN=C2Cl 5-(2-bromo-6-fluorophenyl)-3-chloro-1H-pyrazolo[4,3-c]pyridazin-6(5H)-one